(1-(2,2,2-Trifluoroethyl)-1H-imidazol-5-yl)methanol FC(CN1C=NC=C1CO)(F)F